O(C1=CC=CC=C1)C1=CC=C(O1)CO (5-phenoxy-2-furanyl)methanol